COC1=CC=C(C(=O)N2CC3=CC=CC(=C3CC2)C(CC(=O)O)C2=CC=C(C=C2)OC)C=C1 3-(2-(4-methoxybenzoyl)-1,2,3,4-tetrahydroisoquinolin-5-yl)-3-(4-methoxyphenyl)propionic acid